CP(C1=CC=CC=C1)C dimethylphenyl-phosphine